lithium (+1) hydroxide [OH-].[Li+]